[Na].C(C(C)C)OC(CCC(=O)OCC(C)C)=O diisobutylsuccinate sodium